ClC=1N=C(C2=C(N1)SC=N2)N2CC1CCC(C2)N1C(=O)OC(C)(C)C tert-butyl 3-(5-chloro[1,3]thiazolo[5,4-d]pyrimidin-7-yl)-3,8-diazabicyclo[3.2.1]octane-8-carboxylate